trans-3-((4-((S)-3-(5-cyanopyridin-3-yl)isoxazolidine-2-carbonyl)cyclohexyl)methoxy)benzamide C(#N)C=1C=C(C=NC1)[C@H]1N(OCC1)C(=O)[C@@H]1CC[C@H](CC1)COC=1C=C(C(=O)N)C=CC1